6-bromo-3-(cyclobutylmethyl)-1H-pyrrolo[3,2-c]pyridine-1-carboxylic acid tert-butyl ester C(C)(C)(C)OC(=O)N1C=C(C=2C=NC(=CC21)Br)CC2CCC2